COC(C(C)(C)OC1=CC(=CC=C1)C1CN(CCC1)S(=O)(=O)C1=CC(=CC=C1)C1CCCCC1)=O 2-(3-(1-((3-cyclohexylphenyl)sulfonyl)piperidin-3-yl)phenoxy)-2-methylpropanoic acid methyl ester